OC1=C(C(=CC(=C1S(=O)(=O)[O-])CCCCC)O)C1=CC(=CC=C1)C.[Na+] sodium 2,6-dihydroxy-3'-methyl-4-pentyl-[1,1'-biphenyl]-3-sulfonate